CC1=C(SC=N1)/C=C\\C2=C(N3[C@@H]([C@@H](C3=O)NC(=O)/C(=N\\OC)/C4=CSC(=N4)N)SC2)C(=O)OCOC(=O)C(C)(C)C The molecule is the pivaloyloxymethyl ester prodrug of cefditoren. It has a role as a prodrug and an antibacterial drug. It is a pivaloyloxymethyl ester, a member of 1,3-thiazoles, an oxime O-ether and a member of cephams. It derives from a cefditoren.